N,N-dimethyl-1,3-propylenebisacrylamide CN(C(C=CCCCC=CC(=O)N)=O)C